(R)-1-((7-chloro-2-(2'-chloro-3'-(4-((1s,3s)-3-hydroxycyclobutylamino)piperidin-1-yl)-2-methylbiphenyl-3-yl)benzo[d]oxazol-5-yl)methyl)pyrrolidine-3-carboxylic acid CC1=C(C=CC=C1C2=NC3=C(O2)C(=CC(=C3)CN4CC[C@H](C4)C(=O)O)Cl)C5=C(C(=CC=C5)N6CCC(CC6)NC7CC(C7)O)Cl